CC1=NC(=CC(=N1)NC1=C(C(=O)NOCC)C(=CC=N1)NC1=C(C=C(C(=C1)F)C#C)NS(=O)(=O)C)C ((2,6-dimethylpyrimidin-4-yl)amino)-N-ethoxy-4-((4-ethynyl-5-fluoro-2-(N-methylsulphonylamino)phenyl)amino)nicotinamide